FC(OC1=CC=CC=2C(N[C@H]3C=4N([C@@H](C21)C3)C3=C(N4)C=CC(=C3)C=3C=NC(=NC3)[C@]3(C[S+](CC3)[O-])O)=O)F (3R)-3-{5-[(7R,14R)-1-(difluoromethoxy)-5-oxo-5,6,7,14-tetrahydro-7,14-methanobenzimidazo[1,2-b][2,5]benzodiazocin-11-yl]pyrimidin-2-yl}-3-hydroxytetrahydrothiophenium-1-olate